NC1=NC(=NN2C1=C(C=C2)C2=CC=C1C(=N2)N(C(=N1)C)CC(F)F)NC1CCC(CC1)(O)C (1r,4r)-4-((4-Amino-5-(3-(2,2-difluoroethyl)-2-methyl-3H-imidazo[4,5-b]pyridin-5-yl)pyrrolo[2,1-f][1,2,4]triazin-2-yl)amino)-1-methylcyclohexan-1-ol